5-(thiazol-2-yl)quinoline-2-carboxylic acid S1C(=NC=C1)C1=C2C=CC(=NC2=CC=C1)C(=O)O